(1-(5-((2-isopropylphenyl)thio)pyrazin-2-yl)piperidin-4-yl)methylamine C(C)(C)C1=C(C=CC=C1)SC=1N=CC(=NC1)N1CCC(CC1)CN